(E)-N-(4-(1-(6-(4-(4-(6-((2-(2,6-dioxopiperidin-3-yl)-1-oxoisoindolin-5-yl)thio)hexyl)piperazin-1-yl)piperidin-1-yl)nicotinoyl)piperidin-4-yl)butyl)-3-(pyridin-3-yl)acrylamide O=C1NC(CCC1N1C(C2=CC=C(C=C2C1)SCCCCCCN1CCN(CC1)C1CCN(CC1)C1=NC=C(C(=O)N2CCC(CC2)CCCCNC(\C=C\C=2C=NC=CC2)=O)C=C1)=O)=O